C(C1=CC=CC=C1)N(C1C(CN(C1)C(=O)OC(C)(C)C)C(=O)OCC)CC(=O)OCC 1-tert-butyl 3-ethyl 4-(benzyl (2-ethoxy-2-oxoethyl) amino)-pyrrolidine-1,3-dicarboxylate